CCCCCCCCCCCCCCCCCCCC(=O)OC[C@H](COP(=O)([O-])OCC[N+](C)(C)C)OC(=O)CCC/C=C\C/C=C\C/C=C\CCCCCCCC 1-eicosanoyl-2-(5Z,8Z,11Z-eicosatrienoyl)-sn-glycero-3-phosphocholine